(3R)-3-amino-7-[5-(5-amino-3,3-difluoro-1-piperidyl)-1,3,4-oxadiazol-2-yl]-5-[(4-chlorophenyl)methyl]-8-fluoro-1,1-dioxo-2,3-dihydro-1lambda6,5-benzothiazepin-4-one N[C@H]1CS(C2=C(N(C1=O)CC1=CC=C(C=C1)Cl)C=C(C(=C2)F)C=2OC(=NN2)N2CC(CC(C2)N)(F)F)(=O)=O